C(C)(C)NC1=CC=C(C=C1)C=1N=NNN1 isopropyl-4-(2H-tetrazol-5-yl)aniline